ClC=1N=CC2=C(N1)N(C=C2)CC(CC)CC 2-chloro-7-(2-ethylbutyl)-7H-pyrrolo[2,3-d]pyrimidine